ClC=1C=C(C=C2C(=NC(=NC12)O)O)OC 8-chloro-6-methoxyquinazoline-2,4-diol